3-(2-fluoro-4-chlorophenyl)-1-methyl-6-trifluoromethyl-2,4(1H,3H)-pyrimidinedione FC1=C(C=CC(=C1)Cl)N1C(N(C(=CC1=O)C(F)(F)F)C)=O